tert-butyl 2-(3-chloro-2-pyridinyl)-2-methyl-propionate ClC=1C(=NC=CC1)C(C(=O)OC(C)(C)C)(C)C